ClC1=C(C(=CC=C1)Cl)CC(=O)N1[C@H](C2=CC=CC(=C2C[C@@H]1CO)CCC(C)(C)O)C 2-(2,6-Dichlorophenyl)-1-[(1s,3r)-3-(hydroxymethyl)-5-(3-hydroxy-3-methyl-butyl)-1-methyl-3,4-dihydro-1H-isoquinolin-2-yl]ethanone